FC(CN1N=CC=2C1=NC=CC2)(F)F (2,2,2-trifluoroethyl)-1H-pyrazolo[3,4-b]pyridine